dysprosium-nickel oxide [Ni]=O.[Dy]